NC1=C2C(=NC=N1)N(N=C2C2=CC=C(C1=C2OCO1)NC(C1=C(C=CC=C1)N(C)C)=O)[C@H]1CNCCC1 (R)-N-(7-(4-amino-1-(piperidin-3-yl)-1H-pyrazolo[3,4-d]pyrimidin-3-yl)benzo[d][1,3]dioxolan-4-yl)-2-(dimethylamino)benzamide